CC(C)CC(CO)N (R)-(-)-Leucinol